C(CC(O)(C(=O)O)CC(=O)O)(=O)O.C(C)OCC1(CCN(CC1)CC=1C=CC2=C(OCC(N2)=O)C1)CCC1=CC=CC=C1 7-((4-(ethoxymethyl)-4-phenethylpiperidin-1-yl)methyl)-2H-benzo[b][1,4]oxazin-3(4H)-one citrate